2-(2-bromo-5-fluoro-phenyl)-2,2-dideuterio-acetic acid BrC1=C(C=C(C=C1)F)C(C(=O)O)([2H])[2H]